2-(2-azabicyclo[2.2.1]heptan-2-yl)ethan-1-amine C12N(CC(CC1)C2)CCN